methyl (4aR,6R,7R,8S,8aR)-7-acetoxy-2-phenyl-8-(4-(3,4,5-trifluorophenyl)-1H-1,2,3-triazol-1-yl)hexahydropyrano[3,2-d][1,3]dioxine-6-carboxylate C(C)(=O)O[C@@H]1[C@H]([C@H]2OC(OC[C@H]2O[C@H]1C(=O)OC)C1=CC=CC=C1)N1N=NC(=C1)C1=CC(=C(C(=C1)F)F)F